5-(4-(Methylcarbamoyl)phenyl)-4-phenylthiazole-2-carboxylic Acid CNC(=O)C1=CC=C(C=C1)C1=C(N=C(S1)C(=O)O)C1=CC=CC=C1